FC(C1=CC=C(C=N1)N1C(NC2(CC2)C1=O)=O)(F)F 6-(6-(trifluoromethyl)pyridin-3-yl)-4,6-diazaspiro[2.4]heptane-5,7-dione